CO[Si](CCCC(C(=O)O)=C)(OC)OC.C(C=C)(=O)OCCC[Si](OC)(OC)OC trimethoxysilylpropyl acrylate (3-Trimethoxysilylpropyl acrylate)